3-[4-(cyclopentylsulfonyl)-2-morpholinyl]-N,N-dimethyl-1-benzothiophene-2-carboxamide C1(CCCC1)S(=O)(=O)N1CC(OCC1)C1=C(SC2=C1C=CC=C2)C(=O)N(C)C